O2-(((naphthalene-2,6-dicarbonyl) bis(oxy)) bis(butane-4,1-diyl)) bis(naphthalene-2,6-dicarboxylate) C1=C(C=CC2=CC(=CC=C12)C(=O)[O-])C(=O)OCCCCOC(=O)C=1C=C2C=CC(=CC2=CC1)C(=O)OCCCCOC(=O)C1=CC2=CC=C(C=C2C=C1)C(=O)[O-]